[K+].S(=O)(=O)([O-])C(C(=O)OCCCCCCCCCCCCCC)CC(=O)OCCCCCCCCCCCCCC ditetradecyl sulfosuccinate potassium salt